FC1CN(CC1)COCC[Si](C)(C)C 3-fluoro-N-((2-(trimethylsilyl)ethoxy)methyl)pyrrolidine